OCCOC(C1=CC(C(=O)[O-])=CC=C1)=O (2-hydroxyethyl)isophthalate